N1(C=NC=C1)C=1C=C(C=C(C1)C)NC1=CC=NC2=CC=C(C=C12)OC N-(3-(1H-Imidazol-1-yl)-5-methylphenyl)-6-methoxyquinolin-4-amine